C(C)N(C(OC(C)CC(C)OC(N(CC)CC)=O)=O)CC pentane-2,4-diyl bis(diethylcarbamate)